O4-benzyl O1-tert-butyl 2-(3-hydroxypropyl)piperazine-1,4-dicarboxylate OCCCC1N(CCN(C1)C(=O)OCC1=CC=CC=C1)C(=O)OC(C)(C)C